Tridodecylmethylammonium nitrate [N+](=O)([O-])[O-].C(CCCCCCCCCCC)[N+](C)(CCCCCCCCCCCC)CCCCCCCCCCCC